The molecule is a thiosulfate(1-). It has a role as a human metabolite. It is a conjugate base of a sulfurothioic S-acid. It is a tautomer of a trioxidosulfanidosulfate(1-). OS(=O)(=S)[O-]